BrCC1=CC=C(C=C1)F (bromomethyl)-4-fluorobenzene